tert-butyl 2-(3-isopropylphenyl)-7-azaspiro[3.5]nonane-7-carboxylate C(C)(C)C=1C=C(C=CC1)C1CC2(C1)CCN(CC2)C(=O)OC(C)(C)C